7-methyl-2-((6-methylbenzo[c][1,2,5]thiadiazol-5-yl)amino)-9-((tetrahydro-2H-pyran-4-yl)methyl)-7,9-dihydro-8H-purin-8-one CN1C(N(C2=NC(=NC=C12)NC1=CC=2C(=NSN2)C=C1C)CC1CCOCC1)=O